(+/-)-4-(1-bromoethyl)-1-tosyl-1H-indole Br[C@H](C)C1=C2C=CN(C2=CC=C1)S(=O)(=O)C1=CC=C(C)C=C1 |r|